CC1N(C(=CC=C1)C)C1=C(C=CC=C1)F methyl-N-(2-fluorophenyl)-6-methylpyridine